C1=CC=CC=2C3=CC=CC=C3C(C12)COC(=O)N[C@H](C(=O)OCC1=CC=CC=C1)CN Benzyl (S)-2-((((9H-fluoren-9-yl)methoxy)carbonyl)amino)-3-aminopropanoate